ClC=1C=C(C=CC1C)C(C(=O)O)C 2-(3-chloro-4-methylphenyl)propanoic acid